N-(3-chlorophenyl)-6,7-dimethoxyquinazolin-4-amine ClC=1C=C(C=CC1)NC1=NC=NC2=CC(=C(C=C12)OC)OC